2,6-diaminopyrimidine-4-one NC1=NC(=CC(N1)=O)N